5-[[2-[(2R,3R,5R)-3-Fluoro-2-(4-Fluorophenyl)-5-methyl-1-piperidyl]-2-oxo-acetyl]amino]pyridine-3-carboxamide F[C@H]1[C@H](N(C[C@@H](C1)C)C(C(=O)NC=1C=C(C=NC1)C(=O)N)=O)C1=CC=C(C=C1)F